BrC1=C(N=NN1)C12CC(C1)(C2)NC(OCCCC)=O butyl N-[3-(5-bromo-1H-triazol-4-yl)-1-bicyclo[1.1.1]pentanyl]carbamate